OC1=C(C=CC(=C1)CCCCCCCCCCCCCCC)C(=O)C1=C(C=CC=C1)O (2-Hydroxy-4-pentadecylphenyl)(2-hydroxyphenyl)methanone